C(C)(C)(CC)OOC(C)(C)CC di-(t-amyl) Peroxide